FC(C1=CC=C(CN2C(C=CC3=CC=CC=C23)=O)C=C1)(F)F 1-(4-trifluoromethylbenzyl)-2-quinolinone